N-(3-(2-(difluoromethoxy)-5-((trifluoromethyl)sulfanyl)phenyl)-1H-pyrazol-4-yl)pyrazolo[1,5-a]pyrimidine-3-carboxamide FC(OC1=C(C=C(C=C1)SC(F)(F)F)C1=NNC=C1NC(=O)C=1C=NN2C1N=CC=C2)F